5-bromo-7-fluoro-2,3-dihydro-1H-indene BrC=1C=C2CCCC2=C(C1)F